C1(=CC=CC=C1)NC(=O)C1[C@H]2C=C[C@@H](C1)C2 (1R,4R)-N-phenylbicyclo[2.2.1]Hept-5-ene-2-carboxamide